4-n-propenyl-guaiacol C(=CC)C=1C=C(C(=CC1)OC)O